(E)-3-(4-(4-((2-([1,1'-biphenyl]-4-yloxy)-2-methylpropanoyl)oxy)butoxy)-3-methoxyphenyl)acrylic acid C1(=CC=C(C=C1)OC(C(=O)OCCCCOC1=C(C=C(C=C1)/C=C/C(=O)O)OC)(C)C)C1=CC=CC=C1